ethyl 1-((6-cyclopropylimidazo[1,2-a]pyridin-2-yl)methyl)-3,5-dimethyl-1H-pyrazole-4-carboxylate C1(CC1)C=1C=CC=2N(C1)C=C(N2)CN2N=C(C(=C2C)C(=O)OCC)C